11-(5-{[(6Z,10Z,12Z)-1-oxooctadeca-6,9,12-trienyl] oxy} pentyl)-2-methyl-9-oxo-2,8-diaza-5,10-dioxahexadecan-16-yl (6Z,10Z,12Z)-octadeca-6,9,12-trienoate C(CCCC\C=C/C\C=C/C\C=C/CCCCC)(=O)OCCCCCC(OC(NCCOCCN(C)C)=O)CCCCCOC(CCCC\C=C/C\C=C/C\C=C/CCCCC)=O